C(C)(=O)N1\C(\C(C2=CC=CC=C12)=O)=C/C1=CC(=C(C=C1)OCC(=O)N1CCOCC1)OC (Z)-1-acetyl-2-(3-methoxy-4-(2-morpholino-2-oxo-ethoxy)benzylidene)indolin-3-one